N-(1-isopropylazetidin-3-yl)-6-((5-methyl-3-(6-methylpyridin-3-yl)isoxazol-4-yl)methoxy)pyridazine-3-carboxamide C(C)(C)N1CC(C1)NC(=O)C=1N=NC(=CC1)OCC=1C(=NOC1C)C=1C=NC(=CC1)C